9-Hydroxy-3,10-dimethoxy-5,6,7,8,13,13a-hexahydro-isoquinolino[3,2-a]isoquinoline-2-carboxylic acid OC1=C(C=CC=2CC3N(CCC=4C=C(C(=CC34)C(=O)O)OC)CC12)OC